(2R)-1-[4-[(R)-amino(5-chloro-2-hydroxy-4-methylphenyl)methyl]piperidin-1-yl]-3-hydroxy-2-methoxypropan-1-one N[C@H](C1CCN(CC1)C([C@@H](CO)OC)=O)C1=C(C=C(C(=C1)Cl)C)O